C(C)(=O)C1=C(NC2=C(C=CC(=C2C1=O)Cl)Br)S(=O)CC1=C(C#N)C=CC=C1 2-(((3-acetyl-8-bromo-5-chloro-4-oxo-1,4-dihydroquinolin-2-yl)sulfinyl)methyl)benzonitrile